FC1(CC(C1)NC=1N=CC2=C(N1)NC=C2C=2C=C(C=1N(C2)C=CN1)F)F N-(3,3-difluorocyclobutyl)-5-(8-fluoroimidazo[1,2-a]pyridin-6-yl)-7H-pyrrolo[2,3-d]pyrimidin-2-amine